2-bromo-4-(4-((2-(4-chlorophenyl)-4,4-dimethylcyclohexan-1-enyl)methyl)piperazin-1-yl)benzoic acid BrC1=C(C(=O)O)C=CC(=C1)N1CCN(CC1)CC1=C(CC(CC1)(C)C)C1=CC=C(C=C1)Cl